C(C)(C)(C)OC(=O)NCCCCCCCC#CC=1C=C(C=NC1)C=1C=C(C(=O)NC=2C=CC(N(C2)CC(=O)OC)=O)C=CC1 methyl 2-{5-[3-(5-{9-[(tert-butoxycarbonyl)amino] non-1-yn-1-yl}pyridin-3-yl)benzamido]-2-oxopyridin-1-yl}acetate